1-hydroxy-3,6-dioxobicyclo[3.2.1]octan-2-one OC12C(C(CC(C(C1)=O)C2)=O)=O